4-fluorobenzoic acid perfluorophenyl ester FC1=C(C(=C(C(=C1F)F)F)F)OC(C1=CC=C(C=C1)F)=O